6-methoxy-4-methyl-1H-quinolin-2-one COC=1C=C2C(=CC(NC2=CC1)=O)C